rac-benzyl (2S,4R)-4-amino-2-(2-fluorophenyl)piperidine-1-carboxylate N[C@H]1C[C@H](N(CC1)C(=O)OCC1=CC=CC=C1)C1=C(C=CC=C1)F |r|